3-[({7-Cyclobutyl-6-(3,8-diazabicyclo[3.2.1]octan-3-yl)-8-[(8-ethynyl-7-fluoro-3-hydroxynaphthalen-1-yl)oxy]-7H-purin-2-yl}oxy)methyl]-1-methylpyrrolidine-3-carbonitrile C1(CCC1)N1C(=NC2=NC(=NC(=C12)N1CC2CCC(C1)N2)OCC2(CN(CC2)C)C#N)OC2=CC(=CC1=CC=C(C(=C21)C#C)F)O